FC1(CC12CC(C2)(O)C2=CC=1C(=NC(=CC1)C1=CC=3C(N=C1)=NN(C3)C)S2)F (trans)-1,1-difluoro-5-(6-(2-methyl-2H-pyrazolo[3,4-b]pyridin-5-yl)thieno[2,3-b]pyridin-2-yl)spiro[2.3]hexan-5-ol